Ethyl-Glycidylmethacrylat C(C)C(=C(C(=O)[O-])C)CC1CO1